ClC1=CC(=C2C(=N1)CCC2)O[C@H](C)C2=C(C=C(C=C2)Cl)Cl 2-chloro-4-[(1R)-1-(2,4-dichlorophenyl)ethoxy]-5H,6H,7H-cyclopenta[b]pyridine